(6-methoxy-3-(6-(piperidin-4-yl)pyridin-3-yl)-1H-pyrazolo[4,3-b]pyridin-5-yl)-2,3-dihydro-1H-indene-1-carbonitrile COC=1C=C2C(=NC1C1(CCC3=CC=CC=C13)C#N)C(=NN2)C=2C=NC(=CC2)C2CCNCC2